3-(tert-butyl)-1,2-dihydroquinoline-4-carboxylic acid C(C)(C)(C)C=1CNC2=CC=CC=C2C1C(=O)O